tert-butyl (1-(4-iodophenoxy)-2-methylpropan-2-yl)carbamate IC1=CC=C(OCC(C)(C)NC(OC(C)(C)C)=O)C=C1